C(#N)N1C[C@]2(CCC2C1)NC(=O)C1=NNC(=C1)C=1C=NC=CC1SC1=CC=CC=C1 N-((1R)-3-Cyano-3-azabicyclo[3.2.0]heptan-1-yl)-5-(4-(phenylthio)pyridin-3-yl)-1H-pyrazol-3-carboxamid